FC=1C(=NN2C1C=C(C=C2)C(C)O)C 1-(3-fluoro-2-methylpyrazolo[1,5-a]pyridin-5-yl)ethan-1-ol